CC(C=CC=O)=CC1=CC=CC=C1 4-methyl-5-phenylpenta-2,4-dienal